4-(2-((5-cyanopyridin-2-yl)methyl)-2H-tetrazol-5-yl)-N-(2-hydroxyethyl)benzenesulfonamide C(#N)C=1C=CC(=NC1)CN1N=C(N=N1)C1=CC=C(C=C1)S(=O)(=O)NCCO